NC1=NC=CC=C1C1=NC=2C(=NC(=CC2)C2=CC=CC=C2)N1C1=CC=C(C=C1)CN1CC(CC1)C(C(=O)OC)(C)C methyl 2-[1-[[4-[2-(2-amino-3-pyridyl)-5-phenyl-imidazo[4,5-b]pyridin-3-yl]phenyl]methyl]pyrrolidin-3-yl]-2-methyl-propanoate